C(C)(C)(C)OC(=O)N1C[C@@H]([C@H](CC1)F)NC(C1=C(C=C(C(=C1)[N+](=O)[O-])NCC1(CC1)C#N)F)=O (3S,4S)-3-(4-(((1-cyanocyclopropyl)methyl)amino)-2-fluoro-5-nitrobenzamido)-4-fluoropiperidine-1-carboxylic acid tert-butyl ester